N(P(OC)(O)=O)(P(OC)(O)=O)P(OC)(O)=O nitrilotris(methylphosphonic acid)